4-vinyl-catechol diisobutyrate C(C(C)C)(=O)OC=1C(OC(C(C)C)=O)=CC(=CC1)C=C